5-chloro-N-(5-chloro-2-methyl-4-(4-(4-methylpiperazin-1-yl)piperidin-1-yl)phenyl)-4-(1-(ethylsulphonyl)-1H-indol-3-yl)pyrimidin-2-amine ClC=1C(=NC(=NC1)NC1=C(C=C(C(=C1)Cl)N1CCC(CC1)N1CCN(CC1)C)C)C1=CN(C2=CC=CC=C12)S(=O)(=O)CC